NC1=CC=C(C=C1)C1=NC(=NC(=N1)C1=CC=C(C=C1)N)C1=CC=C(C=C1)N 2,4,6-tris(4'-aminophenyl)-1,3,5-triazine